[2-[6-(3-Chloro-1,2,4-triazol-1-yl)-3-ethylsulfonyl-2-pyridyl]-1-methylbenzimidazol-5-yl]ethyliminooxo(trifluoromethyl)-λ6-sulfan ClC1=NN(C=N1)C1=CC=C(C(=N1)C1=NC2=C(N1C)C=CC(=C2)CCN=S(C(F)(F)F)=O)S(=O)(=O)CC